trans-N-(6-phenylpyridazin-3-yl)-3-(tetrahydropyran-4-ylmethyl)-3-azabicyclo[3.1.0]hexane-6-amine C1(=CC=CC=C1)C1=CC=C(N=N1)NC1C2CN(CC12)CC1CCOCC1